FC1=C(C=CC(=C1)C=1C=C(C=2N=C(N=CC2N1)N[C@@H]1CNC[C@@H](C1)CF)CF)NS(=O)(=O)CC1=CC=CC=C1 N-(2-fluoro-4-(8-(fluoromethyl)-2-(((3S,5R)-5-(fluoromethyl)piperidin-3-yl)amino)pyrido[3,2-d]pyrimidin-6-yl)phenyl)-1-phenylmethanesulfonamide